1-(4-methoxymethanesulfonylphenyl)-N-{2-[4-(methoxymethyl)-4-methylpiperidin-1-yl]phenyl}methanesulfonamide COCS(=O)(=O)C1=CC=C(C=C1)CS(=O)(=O)NC1=C(C=CC=C1)N1CCC(CC1)(C)COC